C(CC(C)C)NC1=CC(=CC=C1)N N-isopentylbenzene-1,3-diamine